2'-O-methylcytidine-3'-phosphorodithioate P(O)(=S)(S)O[C@H]1[C@H]([C@@H](O[C@@H]1CO)N1C(=O)N=C(N)C=C1)OC